C1(CC1)CN1C(=CC=2C1=NC=CC2)C=O 1-(cyclopropylmethyl)-1H-pyrrolo[2,3-b]pyridine-2-carbaldehyde